S(=O)(=O)=NP([O-])([O-])=O N-sulfonylphosphoramidate